O1CCN(CC1)/C=C/C(=O)C1=CC=CC=C1 (E)-3-morpholino-1-phenylprop-2-en-1-one